NC1=C(C2=CC=CC(=C2C=C1)C1CC1)C1=C(C(=O)N)C=CC(=C1)F (2-amino-5-cyclopropylnaphthalen-1-yl)-4-fluorobenzamide